FC1(C2(CCN(CC12)C(=O)C1=CN(C2=C1C(N(C=C2C)C)=O)C)C2=C(C=CC=C2)C)F 3-((7,7-difluoro-6-(2-methylphenyl)-3-azabicyclo[4.1.0]hept-3-yl)carbonyl)-1,5,7-trimethyl-1,5-dihydro-4H-pyrrolo[3,2-c]pyridin-4-one